C(C)(C)(C)OC(=O)N1CCC(=CC1)C1=NC=2N(C(=C1)N1CC(CC1)O)N=CC2 4-(7-(3-hydroxypyrrolidin-1-yl)pyrazolo[1,5-a]pyrimidin-5-yl)-3,6-dihydropyridine-1(2H)-carboxylic acid tert-butyl ester